ClC=1C(=NC2=CC=CC=C2N1)C=1C(=NNC1)C1CC1 chloro-2-(3-cyclopropyl-1H-pyrazol-4-yl)quinoxaline